perfluoro-n-hexylsulfonyl fluoride FC(C(C(C(C(C(F)(F)F)(F)F)(F)F)(F)F)(F)F)(S(=O)(=O)F)F